9-(4'-biphenylyl)-10-(dimethylboryl)anthracene C1(=CC=CC=C1)C1=CC=C(C=C1)C=1C2=CC=CC=C2C(=C2C=CC=CC12)B(C)C